2-chlorobenzenecarboxamide ClC1=C(C=CC=C1)C(=O)N